tert-butyl 6,7-dimethyl-4-{[(trifluoromethyl) sulfonyl] oxy}-1,3-dihydro-2H-pyrrolo[3,4-C]pyridine-2-carboxylate CC1=C(C2=C(C(=N1)OS(=O)(=O)C(F)(F)F)CN(C2)C(=O)OC(C)(C)C)C